(2S)-2-(9H-fluoren-9-yl-methoxycarbonyl-amino)-3-(2-fluoro-5-iodophenyl)propanoic acid C1=CC=CC=2C3=CC=CC=C3C(C12)N([C@H](C(=O)O)CC1=C(C=CC(=C1)I)F)C(=O)OC